C(C)(C)(C)C=1C=C(C=CC1)C1CC(CC1)C1=CC(=NN1)N 5-(3-(3-(tert-butyl)phenyl)cyclopentyl)-1H-pyrazol-3-amine